Cl.N[C@H]([C@H](CC1C(NC(N(C1=O)C1CCOCC1)=O)=O)F)C1=CC=2CCC2C=C1 5-((2S,3S)-3-amino-3-(bicyclo[4.2.0]oct-1(6),2,4-trien-3-yl)-2-fluoropropyl)-1-(tetrahydro-2H-pyran-4-yl)pyrimidine-2,4,6(1H,3H,5H)-trione hydrochloride